C(C)C=1C=NN2C1N=C(N=C2NCC2=CC=C(C=C2)OC)N2CCNCC2 8-ethyl-N-(4-methoxybenzyl)-2-(piperazin-1-yl)pyrazolo[1,5-a][1,3,5]triazin-4-amine